(2S,4R)-1-(2-(3-acetyl-5-(pyridazin-4-yl)-1H-indol-1-yl)acetyl)-4-fluoro-N-(pyridin-3-ylmethyl)pyrrolidine-2-carboxamide C(C)(=O)C1=CN(C2=CC=C(C=C12)C1=CN=NC=C1)CC(=O)N1[C@@H](C[C@H](C1)F)C(=O)NCC=1C=NC=CC1